tert-Butyl (R)-(1-((4-bromo-2,6-difluorophenyl)amino)-5-hydroxy-1-oxopentan-2-yl)carbamate BrC1=CC(=C(C(=C1)F)NC([C@@H](CCCO)NC(OC(C)(C)C)=O)=O)F